nonylethylene glycol C(CCCCCCCC)C(CO)O